C1(CC1)C=1C(=CC2=C(N(C(=N2)N2C[C@@H](C[C@H](C2)NC2=NC=C(C=N2)C(F)(F)F)F)C)C1)NC(C=C)=O N-(6-Cyclopropyl-2-((3R,5R)-3-fluoro-5-((5-(trifluoromethyl)pyrimidin-2-yl)amino)piperidin-1-yl)-1-methyl-1H-benzo[d]imidazol-5-yl)acrylamide